tert-Butyl (2S,4R)-2-(((6-bromopyridin-2-yl)sulfonyl)methyl)-4-fluoropyrrolidine-1-carboxylate BrC1=CC=CC(=N1)S(=O)(=O)C[C@H]1N(C[C@@H](C1)F)C(=O)OC(C)(C)C